N1C=NC(=C1)C1=NC=CC(=C1)C=1SC(=C(N1)C)C(=O)O 2-(2-(1H-imidazol-4-yl)pyridin-4-yl)-4-methylthiazole-5-carboxylic acid